C(C)(C)(C)OC(=O)N[C@H](C(=O)N[C@@H](C(=O)O)CC(C)C)CC1=CC=C(C=C1)F (2R)-2-[[(2S)-2-(tert-butoxycarbonylamino)-3-(4-fluorophenyl)propanoyl]amino]-4-methylpentanoic acid